ClC1=C(C=C(C=C1)I)CCl 1-chloro-2-(chloromethyl)-4-iodobenzene